ClC1=C(C=CC=C1)CNC 1-(2-chlorophenyl)-N-methyl-methylamine